2-((dimethylamino)methyl)-1-(4-fluorophenyl)cyclohexan-1-ol CN(C)CC1C(CCCC1)(O)C1=CC=C(C=C1)F